ethyl 2-oxo-7-propyl-1H-quinoline-3-carboxylate O=C1NC2=CC(=CC=C2C=C1C(=O)OCC)CCC